CC(CCC=O)=CCCC(CCO)C 4,8-dimethyl-10-hydroxy-4-decenal